ClC1=C(C(=C(C=C1OC)OC)Cl)C1=CC2=C(N=C(N=C2)N[C@H]2[C@H](COC2)NC(C=C)=O)C(=N1)C=1C=NN(C1)C N-((3R,4S)-4-((6-(2,6-dichloro-3,5-di-methoxyphenyl)-8-(1-methyl-1H-pyrazol-4-yl)pyrido[3,4-d]pyrimidin-2-yl)amino)tetrahydrofuran-3-yl)acryl-amide